C(C1=CC=CC=C1)SC=1C=C2C(=NC(=NC2=CC1)C)N[C@H](C)C1=C(C(=CC=C1)C(F)F)F (R)-6-(benzylthio)-N-(1-(3-(difluoromethyl)-2-fluorophenyl)ethyl)-2-methylquinazolin-4-amine